1-methyl-1H-pyrazole-4-carbohydrazide CN1N=CC(=C1)C(=O)NN